C(C)(C)(C)C1=C(C(=CC(=C1)C(C)(C)C)C)C(COP(O)O)C1=C(C=C(C=C1C)C(C)(C)C)C(C)(C)C.N1=CC(=CC=C1)C#CC=1C(OC2=CC(=CC=C2C1C1=CC=CC=C1)C)=O 3-(3-pyridyl)ethynyl-4-phenyl-7-methylcoumarin bis(2,4-di-tert-butyl-6-methylphenyl)ethyl-phosphite